NC1=NN2C(C=CC=C2Cl)=C1C=O 2-Amino-7-chloropyrazolo[1,5-a]pyridine-3-carbaldehyde